OC1[C@H]2[C@@H]3CCC([C@@]3(C)CC[C@@H]2[C@]2(CCC(C=C2C1)=O)C)=O 7-hydroxy-4-androstene-3,17-dione